[N-](S(=O)(=O)C(F)(F)F)S(=O)(=O)C(F)(F)F.C(CCCCCCCCCCCC)[NH2+]C[Si](C)(C)Cl tridecyl-{(chlorodimethylsilyl)methyl}ammonium bis(trifluoromethanesulfonyl)imide